2-[(butoxymethoxy)methyl]epoxyethane C(CCC)OCOCC1CO1